C1(CC1)C=1C2=C(C(N(N1)CC(=O)N[C@@H](C)C1=CC=C(C=C1)OC(F)(F)F)=O)N(N=C2)C2=CC=CC=C2 (S)-2-(4-Cyclopropyl-7-oxo-1-phenyl-1,7-dihydro-6H-pyrazolo[3,4-d]pyridazin-6-yl)-N-(1-(4-(trifluoromethoxy)phenyl)ethyl)acetamid